C[Si](O[Si](O[Si](O[Si](C)(C)C)(O[Si](C)(C)C)O[Si](C)(C)C)(O[Si](C)(C)C)O[Si](C)(C)C)(C)C 1,1,1,7,7,7-hexamethyl-3,3,5,5-tetrakis[(trimethylsilyl)oxy]tetrasiloxane